OC1=C(N(C=CC1=O)C[C@@H](C1=CC=C(C=C1)C(F)(F)F)O)C (R)-3-hydroxy-1-(2-hydroxy-2-(4-(trifluoromethyl)phenyl)ethyl)-2-methylpyridin-4(1H)-one